C(C)O[C@@H]1CC(C[C@H](C1)C)(C)C trans-3-ethoxy-1,1,5-trimethylcyclohexane